(S)-4-((2-(3,5-dimethyl-1H-pyrazol-1-yl)ethyl)(4-(5,6,7,8-tetrahydro-1,8-naphthyridin-2-yl)butyl)amino)-2-((6-phenylpyrimidin-4-yl)amino)butanoic acid CC1=NN(C(=C1)C)CCN(CC[C@@H](C(=O)O)NC1=NC=NC(=C1)C1=CC=CC=C1)CCCCC1=NC=2NCCCC2C=C1